6-tert-butyl-10-methoxy-9-(4-methoxyphenyl)-2-oxo-6,7-dihydro-2H-pyrido[2,1-a]isoquinoline-3-carboxylic acid ethyl ester C(C)OC(=O)C=1C(C=C2N(C(CC3=CC(=C(C=C23)OC)C2=CC=C(C=C2)OC)C(C)(C)C)C1)=O